(2-(1'-(2-acetamidoethyl)-5'-fluoro-1H,1'H-[4,6'-biindazol]-1-yl)acetyl)glycylglycine C(C)(=O)NCCN1N=CC2=CC(=C(C=C12)C=1C=2C=NN(C2C=CC1)CC(=O)NCC(=O)NCC(=O)O)F